N1(CCCC2=CC=CC=C12)CCC(=O)N1CC(CCC1)C 3-(3,4-dihydroquinolin-1(2H)-yl)-1-(3-methylpiperidin-1-yl)propan-1-one